(4-(6-fluoroquinolin-4-yl)cyclohexyl)acetic acid FC=1C=C2C(=CC=NC2=CC1)C1CCC(CC1)CC(=O)O